(2-amino-3-ethynylpyridin-4-yl)-1H-indazol-3-amine NC1=NC=CC(=C1C#C)N1N=C(C2=CC=CC=C12)N